tert-butyl 6-(8-chloro-2-methyl-1-oxo-phthalazin-5-yl)oxy-2-azaspiro[3.3]heptane-2-carboxylate ClC=1C=CC(=C2C=NN(C(C12)=O)C)OC1CC2(CN(C2)C(=O)OC(C)(C)C)C1